C(C1=CC=CC=C1)N1N=C(C=C1C(=O)N[C@H](C(=O)NC)CC1=CC(=CC=C1)Br)C1=CC(=CC=C1)F (S)-1-benzyl-N-(3-(3-bromophenyl)-1-(methylamino)-1-oxopropan-2-yl)-3-(3-fluorophenyl)-1H-pyrazole-5-carboxamide